ethyl 3-(5-methoxy-3-methyl-2-nitrophenyl)-3-oxopropanoate COC=1C=C(C(=C(C1)C(CC(=O)OCC)=O)[N+](=O)[O-])C